tert-butyl ((3-(5-(4-cyanophenyl)-2-(4,4-difluoroazepan-1-yl)-4-methylnicotinamido)phenyl)(methyl)(oxo)-λ6-sulfaneylidene)carbamate C(#N)C1=CC=C(C=C1)C=1C=NC(=C(C(=O)NC=2C=C(C=CC2)S(=O)(C)=NC(OC(C)(C)C)=O)C1C)N1CCC(CCC1)(F)F